methyl 6-chloro-4-(methyl(tetrahydro-2H-pyran-4-yl)amino)pyridazine-3-carboxylate ClC1=CC(=C(N=N1)C(=O)OC)N(C1CCOCC1)C